tert-butyl 3-(2-((2-(6-((bis(pyridin-2-ylmethyl)amino)methyl) nicotinamido)ethyl)thio)-2-(3a,5,5-trimethylhexahydro-4,6-methanobenzo[d][1,3,2]dioxaborol-2-yl)ethyl)benzoate N1=C(C=CC=C1)CN(CC1=NC=CC=C1)CC1=NC=C(C(=O)NCCSC(CC=2C=C(C(=O)OC(C)(C)C)C=CC2)B2OC3(C(O2)CC2C(C3C2)(C)C)C)C=C1